(P)-1-(5-fluoro-2-methoxy-6-((trifluoromethyl)thio)pyridin-3-yl)-N-(isoxazol-3-yl)-2-oxo-1,2-dihydroquinoline-6-sulfonamide FC=1C=C(C(=NC1SC(F)(F)F)OC)N1C(C=CC2=CC(=CC=C12)S(=O)(=O)NC1=NOC=C1)=O